thioglycolic acid sodium [Na].C(CS)(=O)O